5-(3-chlorophenoxy)pyridin-2-amine ClC=1C=C(OC=2C=CC(=NC2)N)C=CC1